O=C(CN1C(=CC=C1)C=O)C1=CC=CC=C1 1-(2-oxo-2-phenylethyl)-1H-pyrrole-2-formaldehyde